(E)-4-(3-((5-(4-nitrophenyl)furan-2-yl)methylene)-2-oxo-5-phenyl-2,3-dihydro-1H-pyrrol-1-yl)butanoic acid [N+](=O)([O-])C1=CC=C(C=C1)C1=CC=C(O1)\C=C/1\C(N(C(=C1)C1=CC=CC=C1)CCCC(=O)O)=O